FC1=C(C=C(C=C1)OC)[C@H](C)NCC(=O)N1CC2CCC(C1)N2C2=NC=C(C#N)C=C2 6-(3-(((S)-1-(2-fluoro-5-methoxyphenyl)ethyl)glycyl)-3,8-diazabicyclo[3.2.1]octan-8-yl)nicotinonitrile